4-(para-maleimidophenyl)butanoic acid succinimidyl ester C1(CCC(N1OC(CCCC1=CC=C(C=C1)N1C(C=CC1=O)=O)=O)=O)=O